C(#N)C1=CC=C(C=N1)NCCC1OCC2(CN(C2)C(=O)OC(C)(C)C)CO1 tert-butyl 7-(2-((6-cyanopyridin-3-yl)amino)ethyl)-6,8-dioxa-2-azaspiro[3.5]nonane-2-carboxylate